[F-].[NH4+].C1(=CC=CC2=CC=CC=C12)N(C1=CC2=CC=CC=C2C=C1)C1=CC=C(C=C1)C1=CC=C(C=C1)N(C1=CC=CC2=CC=CC=C12)C1=CC2=CC=CC=C2C=C1 4,4'-bis[N-(1-naphthyl)-N-(2-naphthyl)amino]biphenyl Ammonium fluoride